C(C)ON=C1CCC2=CC=CC(=C2C1)/C(/C(=O)OC)=C\OC methyl (E)-2-(3-ethoxyiminotetralin-5-yl)-3-methoxy-prop-2-enoate